Butyl 4-[m-(3,5-dimethyl-4-isoxazolylsulfonylamino)benzoyl]-1-piperazinecarboxylate CC1=NOC(=C1S(=O)(=O)NC=1C=C(C(=O)N2CCN(CC2)C(=O)OCCCC)C=CC1)C